(1S,2R)-2-((S)-8-(((S)-1-acetylpyrrolidin-3-yl)oxy)-5-chloro-1-((1,3-dioxoisoindolin-2-yl)methyl)-1,2,3,4-tetrahydroisoquinoline-2-carbonyl)-N-methylcyclohexane-1-carboxamide C(C)(=O)N1C[C@H](CC1)OC=1C=CC(=C2CCN([C@@H](C12)CN1C(C2=CC=CC=C2C1=O)=O)C(=O)[C@H]1[C@H](CCCC1)C(=O)NC)Cl